C1(C=CC2=CC=CC=C12)=S 1H-indene-1-thione